2,6-dimethyl-6-heptenal CC(C=O)CCCC(=C)C